methyl 2-(undeca-1,10-dien-1-yloxy)propanoate C(=CCCCCCCCC=C)OC(C(=O)OC)C